OC1=C(C=C(CC2C(NC(NC2=O)=S)=O)C=C1C(C)C)C(C)C 5-(4-hydroxy-3,5-diisopropylbenzyl)-2-thioxodihydropyrimidine-4,6(1H,5H)-dione